FC=1C(=C(C=CC1F)[C@H]1CO[C@@]([C@H]1C)(C(F)(F)F)C)C=C (2S,3S,4S,5S)-3-(3,4-difluoro-2-vinyl-phenyl)-4,5-dimethyl-5-(trifluoromethyl)tetrahydrofuran